acetic acid (1-methoxy-2-propyl) ester COCC(C)OC(C)=O